ClC1=NC(=CC=C1[C@@H](CC)NC(=O)C=1C=C(N2C1COCC2)C(=O)N2[C@H](CCC2)C)C(F)(F)F 6-((S)-2-methyl-pyrrolidine-1-carbonyl)-3,4-dihydro-1H-pyrrolo[2,1-c][1,4]oxazine-8-carboxylic acid [(R)-1-(2-chloro-6-trifluoromethyl-pyridin-3-yl)-propyl]-amide